ClC=1C(=NC(=NC1)NC1CCOCC1)C1=CC=C2CN(C(C2=C1)=O)C(C(=O)O)C 2-(6-(5-chloro-2-((oxacyclohexan-4-yl)amino)pyrimidin-4-yl)-1-oxoisoindolin-2-yl)propionic acid